BrC1=CC(=C(O[C@H](C(=O)OC)C)C=C1)C1=NOCC1OCCCC methyl (2S)-2-(4-bromo-2-(4-butoxy-4,5-dihydroisoxazol-3-yl)phenoxy)propanoate